BrC1=CC2=C(N=C(N(C2=O)CC)[C@H](CCC)N2CCNC[C@@H](C2)C)N=C1 6-bromo-3-ethyl-2-((S)-1-((S)-6-methyl-1,4-diazepan-1-yl)butyl)pyrido[2,3-d]pyrimidin-4(3H)-one